2-ethyl-2',2'-dimethyl-1'-[(1-methylpyrazol-4-yl)methyl]spiro[6,7-dihydrothieno[3,2-c]pyran-4,4'-piperidine] (trifluoroacetate) FC(C(=O)O)(F)F.C(C)C1=CC2=C(CCOC23CC(N(CC3)CC=3C=NN(C3)C)(C)C)S1